allyloxytert-butyldimethylsilane C(C=C)O[Si](C)(C)C(C)(C)C